1,7-bis-(9-acridinyl)heptane C1=CC=CC2=NC3=CC=CC=C3C(=C12)CCCCCCCC=1C2=CC=CC=C2N=C2C=CC=CC12